(2-((2-(trifluoromethyl)benzo[d]thiazol-6-yl)methyl)pyrazolidin-1-yl)methanone FC(C=1SC2=C(N1)C=CC(=C2)CN2N(CCC2)C=O)(F)F